7-(2-fluoro-6-methyl-phenyl)-3-methoxy-5-nitro-isoquinolin-1-ol FC1=C(C(=CC=C1)C)C1=CC(=C2C=C(N=C(C2=C1)O)OC)[N+](=O)[O-]